C(C)(C)(C)OC(=O)NC12CC(C1)(C2)CC2=CC=C(C(=O)O)C=C2 4-((3-((tert-butoxycarbonyl)amino)bicyclo[1.1.1]pentan-1-yl)methyl)benzoic acid